1,1'-pentamethylenebisquinolinium diiodide [I-].[I-].[N+]1(=CC=CC2=CC=CC=C12)CCCCC[N+]1=CC=CC2=CC=CC=C12